ClC=1C=C(C=CC1OC)N1C(=NC2=C1C(=NC=C2)O)C#C[Si](C(C)C)(C(C)C)C(C)C 3-(3-chloro-4-methoxyphenyl)-2-((triisopropylsilyl)ethynyl)-3H-imidazo[4,5-c]pyridin-4-ol